amino-5-fluoro-3-(fluoromethyl)quinazolin-4(3H)-one NC1=NC2=CC=CC(=C2C(N1CF)=O)F